7'-oxo-6',7'-dihydrospiro[cyclopropane-1,5'-inden] O=C1CC2(C=C3C=CC=C13)CC2